O[C@H]1[C@@H](CCCC1)NC=1C=C(C=2N(N1)C(=CN2)C#N)NC2=NC(=CC=C2)N2CCN(CC2)C 6-{[(1R,2R)-2-Hydroxycyclohexyl]amino}-8-{[6-(4-methylpiperazin-1-yl)pyridin-2-yl]amino}imidazo[1,2-b]pyridazin-3-carbonitril